1-(4-bromophenyl)ethanamine BrC1=CC=C(C=C1)C(C)N